NC(C[C@H](C=1N=NN(C1)CCC1=CC=CC=C1)NC(OCCCCCC)=O)=O hexyl (R)-(3-amino-3-oxo-1-(1-phenethyl-1H-1,2,3-triazol-4-yl)propyl)carbamate